ClC=1C=C(CNC2=NC=NC3=CC(=C(C=C23)OC2CCN(CC2)C(C=C)=O)OC)C=C(C1)F 1-(4-((4-((3-chloro-5-fluorobenzyl)amino)-7-methoxyquinazolin-6-yl)oxy)piperidin-1-yl)prop-2-en-1-one